C1(CC=CCC1)C(=O)OC1CC(CC(C1)OC(=O)C1CC=CCC1)OC(=O)C1CC=CCC1 1,3,5-tris(3-cyclohexenecarbonyloxy)cyclohexane